O.ON1N=NC2=C1C=CC=C2 1-hydroxy-1,2,3-benzotriazole monohydrate